(3R,3aS,6S,6aR)-6-((2-((cyclopropylmethyl)amino)quinolin-7-yl)oxy)hexahydro-3aH-cyclopenta[b]furan-2,3,3a-triol C1(CC1)CNC1=NC2=CC(=CC=C2C=C1)O[C@H]1CC[C@]2([C@@H]1OC([C@@H]2O)O)O